C(C)C(C(=O)O)C(CC)CC 2,3-diethylpentanoic acid